7-chloro-4-methyl-3-(prop-1-en-2-yl)-4H-1,2,4-benzothiadiazine-1,1-dioxide ClC1=CC2=C(N(C(=NS2(=O)=O)C(=C)C)C)C=C1